FC1(CCC2=C1N=C(N=C2N2C[C@H]1C([C@@H](C2)C1)CC(=O)OCC)N1C(CC1)C([2H])([2H])[2H])F ethyl 2-((1R,5S,6s)-3-(7,7-difluoro-2-(2-(methyl-d3)azetidin-1-yl)-6,7-dihydro-5H-cyclopenta[d]pyrimidin-4-yl)-3-azabicyclo[3.1.1]heptan-6-yl)acetate